ClC1=C(C=CC=2C(=C3N(C12)CCN(C3)C(=O)C3COCCOC3)C=3C=NNC3)Cl (6,7-Dichloro-10-(1H-pyrazol-4-yl)-3,4-dihydropyrazino[1,2-a]indol-2(1H)-yl)(1,4-dioxepan-6-yl)methanone